[Ru](Cl)Cl.CC1=CC=C(C=C1)C(C)C.CC1=CC=C(C=C1)C(C)C bis(p-methyl-isopropylbenzene) ruthenium dichloride